(-)-3-(6-(6-(2-(Ethyl (isopropyl) carbamoyl)-4-fluorophenoxy)-1,2,4-triazin-5-yl)-2,6-diazaspiro[3.4]oct-2-yl)-4-methylpentylmethanesulfonate C(C)N(C(=O)C1=C(OC2=C(N=CN=N2)N2CC3(CN(C3)C(CCCS(=O)(=O)[O-])C(C)C)CC2)C=CC(=C1)F)C(C)C